1-((3s,4r)-4-(3,4-difluorophenyl)-1-(1H-pyrazol-4-yl)pyrrolidin-3-yl)-3-(3,4-dimethyl-1-phenyl-1H-pyrazol-5-yl)urea FC=1C=C(C=CC1F)[C@H]1[C@@H](CN(C1)C=1C=NNC1)NC(=O)NC1=C(C(=NN1C1=CC=CC=C1)C)C